C(#N)C=1C=CC(=C(C1)C1=CC(=CC=C1)C1=NC(=NO1)C1N(CCC1)C#N)OC 2-(5-(5'-Cyano-2'-methoxy-[1,1'-biphenyl]-3-yl)-1,2,4-oxadiazol-3-yl)pyrrolidine-1-carbonitrile